ClC1=C(C=CC=C1)CC(=O)NC1=CC(=C(C=C1)C=1C=NN2C1N=CC=C2)S(N)(=O)=O 2-(2-chlorophenyl)-N-[4-(pyrazolo[1,5-a]pyrimidin-3-yl)-3-sulfamoylphenyl]acetamide